OC(=O)C(F)(F)F.CC=1C(=NC(=CC1)C(F)(F)F)NC(=O)[C@H]1N[C@@H]2C[C@@]2(C1)CNC([C@@H](CCC=C)C)=O (1R,3S,5R)-N-(3-Methyl-6-(trifluoromethyl)pyridin-2-yl)-5-(((R)-2-methylhex-5-enamido)methyl)-2-azabicyclo[3.1.0]hexane-3-carboxamide TFA salt